2-[(3-ethyl-5,5,5-trifluoro-pentanoyl)amino]-4-[[2-methoxypropyl]-[4-(5,6,7,8-tetrahydro-1,8-naphthyridin-2-yl)butyl]amino]butanoic acid C(C)C(CC(=O)NC(C(=O)O)CCN(CCCCC1=NC=2NCCCC2C=C1)CC(C)OC)CC(F)(F)F